3-chloro-8-methyl-7-(3-(trifluoromethyl)-7,8-dihydro-1,6-naphthyridin-6(5H)-yl)-4H-pyrimido[1,2-b]pyridazin-4-one ClC1=CN=C2N(N=C(C(=C2)C)N2CC=3C=C(C=NC3CC2)C(F)(F)F)C1=O